NC=1N=C2OC3=C(N2C(N1)=O)C=CC=C3 2-amino-[1,3,5]triazino[2,1-b][1,3]-benzoxazol-4-one